OC1=C(C=C(C=C1)NC(OC(C)(C)C)=O)C tert-butyl N-(4-hydroxy-3-methyl-phenyl)carbamate